FC(N1N=CC(=C1)C1=C(C=C(C=N1)NC(CC1=C(C=CC=C1)F)=O)S(N=CN(C)C)(=O)=O)F N-(6-[1-(difluoromethyl)-1H-pyrazol-4-yl]-5-{[(dimethylamino)methylene]sulfamoyl}pyridin-3-yl)-2-(2-fluorophenyl)acetamide